4,7-dibromo-5,6-difluoro-benzo[C][1,2,5]oxadiazole BrC1=C(C(=C(C2=NON=C21)Br)F)F